[2-(4-fluorophenoxy)-1,3-dimethyl-butyl] (2S)-2-[(4-formamido-3-hydroxy-pyridine-2-carbonyl)amino]propanoate C(=O)NC1=C(C(=NC=C1)C(=O)N[C@H](C(=O)OC(C(C(C)C)OC1=CC=C(C=C1)F)C)C)O